C(CCCCCCCC(=O)O)(=O)O.NCCCCCCN hexamethylenediamine nonanedioate